CC1=NC2=CC3=C(C=C2C(N1)=O)N(CC3)CCN3CCOCC3 2-methyl-6-(2-morpholinoethyl)-7,8-dihydro-3H-pyrrolo[2,3-g]quinazolin-4(6H)-one